8-(benzo[b]thiophen-5-ylsulfonyl)-5-chloro-3-hydroxyquinazoline-2,4(1H,3H)-dione S1C2=C(C=C1)C=C(C=C2)S(=O)(=O)C=2C=CC(=C1C(N(C(NC21)=O)O)=O)Cl